FC=1C=C(C(=C2CCCC12)NC(=O)N=[S@@](=O)(N)C=1C=NN2C1OCC(C2)(C)C)C2=CC(=NC=C2)OC (S)-N'-((7-fluoro-5-(2-methoxypyridin-4-yl)-2,3-dihydro-1H-inden-4-yl)carbamoyl)-6,6-dimethyl-6,7-dihydro-5H-pyrazolo[5,1-b][1,3]oxazine-3-sulfonimidamide